CP(=O)(C)C1=CC(=C(C=C1)NC=1N=C(C2=C(N1)NC=C2C#N)NC2CCOCC2)OC 2-((4-(di-methylphosphoryl)-2-methoxyphenyl)amino)-4-((tetrahydro-2H-pyran-4-yl)amino)-7H-pyrrolo[2,3-d]pyrimidine-5-carbonitrile